[Na].C1CCC2=C(C=3CCCC3C=C12)NC(NS(N(C[C@H]1N(CCC1)C)C=1C=NN(C1)C)(=O)=O)=O 3-(1,2,3,5,6,7-Hexahydro-s-indacen-4-yl)-1-[(1-methyl-1H-pyrazol-4-yl)({[(2S)-1-methylpyrrolidin-2-yl]methyl})sulfamoyl]urea Sodium Salt